tert-butyl (4R)-4-(tert-butyl)-1,2,3-oxathiazolidine-3-carboxylate 2-oxide C(C)(C)(C)[C@H]1N(S(OC1)=O)C(=O)OC(C)(C)C